N1N=CC(=C1)C1=C(N=C2C(=N1)C=NC=C2)N2CCC(CC2)NC2=C(C=C(C=C2)F)F 1-(3-(1H-pyrazol-4-yl)pyrido[3,4-b]pyrazin-2-yl)-N-(2,4-difluorophenyl)piperidin-4-amine